(R)-2'-oxo-1'-((2-(trimethylsilyl)ethoxy)methyl)-1',2',4,6-tetrahydrospiro[cyclopenta[B]thiophene-5,3'-pyrrolo[2,3-B]pyridine]-2-carboxylic acid ethyl ester C(C)OC(=O)C1=CC2=C(S1)C[C@]1(C(N(C3=NC=CC=C31)COCC[Si](C)(C)C)=O)C2